C(CCCCCCCCC)OC1=CC=C(C=C1)S(=O)(=O)C=1C=NC2=CC=C(C=C2C1N1CCC(CC1)N1CCN(CC1)CCO)S(=O)C 2-(4-(1-(3-((4-(decyloxy)phenyl)sulfonyl)-6-(methylsulfinyl)quinolin-4-yl)piperidin-4-yl)piperazin-1-yl)ethan-1-ol